FC1=C(C=CC=C1)C(C1=NN2C(C=C(C(=C2)OC)C(=O)O)=C1CC)(O)C1=C(C=CC=C1)F 2-[bis(2-fluorophenyl)(hydroxy)methyl]-3-ethyl-6-methoxypyrazolo[1,5-a]pyridine-5-carboxylic acid